N1(N=CC=C1)C=1C=NC=2CCN(CC2C1)C1=C(C=C(N=N1)C(=O)N1CCC1)C (6-(3-(1H-pyrazol-1-yl)-7,8-dihydro-1,6-naphthyridin-6(5H)-yl)-5-methylpyridazin-3-yl)(azetidin-1-yl)methanone